[NH4+].ClC1=CC(=C(COC2=NC=C(C(=N2)N2CCC3(CC3C(=O)O)CC2)F)C=C1)F 6-{2-[(4-chloro-2-fluorobenzyl)oxy]-5-fluoropyrimidin-4-yl}-6-azaspiro[2.5]octane-1-carboxylic acid ammonium